2-amino-4,5-dibenzyloxystyren-1-ylmethyl ether NC1C(C=C)(C=C(C(=C1)OCC1=CC=CC=C1)OCC1=CC=CC=C1)COCC1(C=C)C(C=C(C(=C1)OCC1=CC=CC=C1)OCC1=CC=CC=C1)N